BrC=1C=C2C(=C3C=CC=CC13)CC2 4-bromo-1,2-dihydrocyclobuta[a]naphthalene